C(C)(=O)[O-].C(CCC)[NH+]1CCC(CC1)CC 1-butyl-4-ethylpiperidinium acetate